5-(4-chloro-3-(trifluoromethyl)phenyl)-3-(2-(3,3-difluoroazetidin-1-yl)-2-oxoethyl)-7-ethyl-3H-pyrrolo[2,3-d]pyrimidin-4(7H)-one ClC1=C(C=C(C=C1)C1=CN(C=2N=CN(C(C21)=O)CC(=O)N2CC(C2)(F)F)CC)C(F)(F)F